2-propoxycarbonylamide CC(C)OC(=O)[NH-]